1,6-n-hexanediol C(CCCCCO)O